C(CCCCCCCCCCC\C=C/CCCCCCCC)(=O)OCCCCCCCCCCCC\C=C/CCCCCCCC erucyl erucate